The molecule is an aromatic ketone that is propiophenone substituted at C-4 and at C-beta with methyl and methylamino groups respectively. It is a synthetic stimulant and entactogen drug of the amphetamine and cathinone classes. It has a role as a xenobiotic and an environmental contaminant. It is a member of amphetamines, an aromatic ketone and a secondary amino compound. It derives from a propiophenone. CC1=CC=C(C=C1)C(=O)C(C)NC